tert-Butyl (S)-2-(((4-((S)-3-(cyanomethyl)piperazin-1-yl)-7-(8-methylnaphthalen-1-yl)-5,6,7,8-tetrahydropyrido[3,4-d]pyrimidin-2-yl)oxy)methyl)pyrrolidine-1-carboxylate C(#N)C[C@H]1CN(CCN1)C=1C2=C(N=C(N1)OC[C@H]1N(CCC1)C(=O)OC(C)(C)C)CN(CC2)C2=CC=CC1=CC=CC(=C21)C